C(=O)O.C1(=CC=CC=C1)S(=O)(=O)N benzenesulfonamide, formate salt